(S)-2-carbamoyl-4-(3,5-dimethylpyridin-2-yl)piperazine-1-carboxylic acid tert-butyl ester C(C)(C)(C)OC(=O)N1[C@@H](CN(CC1)C1=NC=C(C=C1C)C)C(N)=O